Guanidinium thiocyanat (2-hydroxy-2-methylpropyl-5-isobutyl-4-methyl-3-(4-((2-(trifluoromethyl)-1H-imidazol-1-yl)methyl)phenyl)thiophene-2-yl)sulfonylcarbamate OC(CS1C(=C(C(=C1CC(C)C)C)C1=CC=C(C=C1)CN1C(=NC=C1)C(F)(F)F)S(=O)(=O)NC([O-])=O)(C)C.[S-]C#N.NC(=[NH2+])N.NC(=[NH2+])N